BrC=1C(=C(N)C=CC1F)OC 3-bromo-4-fluoro-2-methoxyaniline